ClC1=CC2=C(C=3C(=CC=C4C5=C(OC43)C=CC=C5)S2)C=C1 3-chlorobenzo[b]benzo[4,5]thieno[2,3-g]benzofuran